(S)-8-chloro-6-(((1-cyclopropyl-1H-1,2,3-triazol-4-yl)(1-methoxyisoquinolin-5-yl)methyl)amino)-4-(neopentylamino)quinoline-3-carbonitrile ClC=1C=C(C=C2C(=C(C=NC12)C#N)NCC(C)(C)C)N[C@@H](C1=C2C=CN=C(C2=CC=C1)OC)C=1N=NN(C1)C1CC1